((4E,8E)-11-((R)-6-((tert-butyldimethylsilyl)oxy)-2,5,7,8-tetramethylchroman-2-yl)-4,8-dimethylundecane-4,8-dien-1-yl)triphenyl-phosphonium iodide [I-].[Si](C)(C)(C(C)(C)C)OC=1C(=C2CC[C@@](OC2=C(C1C)C)(C)CC/C=C(/CC/C=C(/CCC[P+](C1=CC=CC=C1)(C1=CC=CC=C1)C1=CC=CC=C1)\C)\C)C